BrC=1N=CC(=NC1)NC(C(CCC)C=1C=NC(=C(C1)F)Cl)=O 2-(6-Chloro-5-fluoro-pyridin-3-yl)-pentanoic Acid (5-bromo-pyrazin-2-yl)-amide